C(=C)[Si](OC(=C)C(OC(=C)C)(OC(=C)C)OC(=C)C)(OC(=C)C)OC(=C)C vinyltriisopropenoxy(triisopropenoxy)silane